ClC1=CC=CC=2N1N=C(C2)[C@@H]2N(CCC1=C2N=CN1)C(=O)C=1OC(=NN1)C1=NC(=CC=C1)C (R)-(4-(7-chloropyrazolo[1,5-a]pyridin-2-yl)-6,7-dihydro-1H-imidazo[4,5-c]pyridin-5(4H)-yl)(5-(6-methylpyridin-2-yl)-1,3,4-oxadiazol-2-yl)methanone